(R)-tert-Butyl (1-(6-chloro-5-(cyclopropylmethoxy)-2-iodopyridin-3-yl)-3,3-dimethylbutan-2-yl)carbamate ClC1=C(C=C(C(=N1)I)C[C@H](C(C)(C)C)NC(OC(C)(C)C)=O)OCC1CC1